CC1=NCCN1 2-methylimidazoline